FC1=CC=CC2=C1B(OC2)O 7-fluoro-1-hydroxy-1,3-dihydrobenzo[c][1,2]oxaborol